N-(3-methyl-1-(3-methyl-4-(trifluoromethyl)phenyl)-1H-pyrazolo[3,4-b]pyridin-5-yl)acrylamide CC1=NN(C2=NC=C(C=C21)NC(C=C)=O)C2=CC(=C(C=C2)C(F)(F)F)C